1-{[2-(2-methoxyethyl)tricyclo[3.3.1.13,7]dec-2-yl]methyl}-1H-pyrazole COCCC1(C2CC3CC(CC1C3)C2)CN2N=CC=C2